vinyltris(tertbutylperoxy)silane C(=C)[Si](OOC(C)(C)C)(OOC(C)(C)C)OOC(C)(C)C